FC1=C(C(=C(C(=C1F)F)F)F)[B-](C1=C(C(=C(C(=C1F)F)F)F)F)(C1=C(C(=C(C(=C1F)F)F)F)F)C1=C(C(=C(C(=C1F)F)F)F)F.C(CCCCCCCCCCCCCCCCC)[NH+](CCCCCCCCCCCC)C1=C(C=CC=C1)C N-octadecyl-N-dodecyl-tolylammonium [tetrakis(perfluorophenyl)borate]